N(=C=O)CC1=C(C=CC=C1)CN=C=O 1,2-Bis(isocyanatomethyl)benzol